sulfonyl-copper S(=O)(=O)=[Cu]